C(CCCC)(=O)OCC(COC(CCCC)=O)(COC(CCCC)=O)COC(CCCC)=O 2,2-bis[[(1-oxopentyl)oxy]methyl]propane-1,3-diyl divalerate